(5'S,7a'R)-1-(cyclopropanecarbonyl)-5'-(3,5-difluorophenyl)tetrahydro-3'H-spiro[piperidine-4,2'-pyrrolo[2,1-b][1,3]oxazol]-3'-one C1(CC1)C(=O)N1CCC2(C(N3[C@H](O2)CC[C@H]3C3=CC(=CC(=C3)F)F)=O)CC1